4-((2r,4s)-4-(3-fluoroazetidin-1-yl)-1-((5-methoxy-7-methyl-1H-indol-4-yl)methyl)piperidin-2-yl)benzoic acid FC1CN(C1)[C@@H]1C[C@@H](N(CC1)CC1=C2C=CNC2=C(C=C1OC)C)C1=CC=C(C(=O)O)C=C1